2-((3bS,4aR)-3-(difluoromethyl)-5,5-difluoro-3b,4,4a,5-tetrahydro-1H-cyclopropa[3,4]cyclopenta[1,2-c]pyrazol-1-yl)acetamide FC(C=1C2=C(N(N1)CC(=O)N)C([C@H]1[C@@H]2C1)(F)F)F